5-(4-(3-(5-ethyl-6-oxo-1,6-dihydropyrimidin-2-yl)cyclopent-2-en-1-yl)piperazin-1-yl)-6-fluoro-N-(tetrahydro-2H-pyran-4-yl)picolinamide C(C)C1=CN=C(NC1=O)C1=CC(CC1)N1CCN(CC1)C=1C=CC(=NC1F)C(=O)NC1CCOCC1